OCC=1C=C(C=CC1)C1=NN(C(=C1)CP(OCC)(OCC)=O)CC1=CC=C(C=C1)OC Diethyl ({3-[3-(hydroxymethyl)phenyl]-1-(4-methoxybenzyl)-1H-pyrazol-5-yl}methyl)phosphonate